N[C@@H]([C@@H](C)CC)C(=O)N1CCCC1 isoleucylpyrrolidine